BrC=1C=NC(=NC1)N1N=C(N=C1[C@H](C)NC(OCCCC)=O)CC butyl N-[(1S)-1-[2-(5-bromopyrimidin-2-yl)-5-ethyl-1,2,4-triazol-3-yl]ethyl]carbamate